C(C1=CC=CC=C1)N1C[C@H](N(C[C@@H]1C1=CC=C(C=C1)F)C(=O)C1(CC1)C(F)(F)F)C ((2R,5S)-4-benzyl-5-(4-fluorophenyl)-2-methylpiperazin-1-yl)(1-(trifluoromethyl)cyclopropyl)methanone